diazoaminoazobenzene C1=CC=C(C=C1)N=NC2=CC=CC=C2N=[N+]=[N-]